3-[(3-{[(tert-butoxy)carbonyl]amino}-2-fluorophenyl)methyl]-2-oxo-3,4-dihydro-2H-1,3-benzoxazine-7-carboxylic acid C(C)(C)(C)OC(=O)NC=1C(=C(C=CC1)CN1C(OC2=C(C1)C=CC(=C2)C(=O)O)=O)F